CC=1OC2=C(N1)C(=CC=C2)[C@@H](C)NC(OC2=CC=C(C=C2)[N+](=O)[O-])=O 4-nitrophenyl (R)-(1-(2-methylbenzo[d]oxazol-4-yl)ethyl)carbamate